N-(3-(2'-(cyclopropylamino)-7'-oxo-5'H-spiro[cyclopropane-1,8'-pyrido[4,3-d]pyrimidine]-6'(7'H)-yl)-4-methylphenyl)-3-(piperazin-1-yl)-5-(trifluoromethyl)benzamide C1(CC1)NC=1N=CC2=C(N1)C1(C(N(C2)C=2C=C(C=CC2C)NC(C2=CC(=CC(=C2)C(F)(F)F)N2CCNCC2)=O)=O)CC1